Cl.N1(CCOCC1)CCNC(=O)C1CNC1 N-[2-(morpholin-4-yl)ethyl]azetidine-3-carboxamide hydrochloride